N[C@H]1C[C@H](N(CC1)C(=O)N1CC(C(CC1)CN1C=NC(=CC1=O)C1=CC=CC=C1)(C)C)C1=CC=CC=C1 3-((1-((2S,4R)-4-Amino-2-phenylpiperidine-1-carbonyl)-3,3-dimethylpiperidin-4-yl)methyl)-6-phenylpyrimidin-4(3H)-one